phenyl-(2-phenyl-2,3-dihydro-1H-inden-1-yl)methanone C1(=CC=CC=C1)C(=O)C1C(CC2=CC=CC=C12)C1=CC=CC=C1